O1C(=CC=C1)C1=NN2C=NC3=C(C2=N1)SC=N3 8-(furan-2-yl)thiazolo[5,4-e][1,2,4]triazolo[1,5-c]pyrimidine